C(=C)C1=C(C=CC=C1)OP(O)(O)=O phosphoric acid 2-vinylphenyl ester